(2R,3S,4R,5S)-3-(2-trifluoromethylphenyl)-4-(5-chloro-2-fluorophenyl)-4-cyano-5-neopentylpyrrolidine-2-carboxylic acid tert-butyl ester C(C)(C)(C)OC(=O)[C@@H]1N[C@H]([C@]([C@@H]1C1=C(C=CC=C1)C(F)(F)F)(C#N)C1=C(C=CC(=C1)Cl)F)CC(C)(C)C